2-((6-chloro-5-phenylpyridin-2-yl)methyl)isoindoline-1,3-dione ClC1=C(C=CC(=N1)CN1C(C2=CC=CC=C2C1=O)=O)C1=CC=CC=C1